N-(2-(4-Hydroxypiperidin-1-yl)ethyl)-2-(pyridin-3-yl)-7-((tetrahydro-2H-pyran-4-yl)amino)thiazolo[5,4-b]pyridin-6-carboxamid OC1CCN(CC1)CCNC(=O)C=1C(=C2C(=NC1)SC(=N2)C=2C=NC=CC2)NC2CCOCC2